C(CCC1=CC(O)=C(O)C=C1)(=O)[NH-] dihydrocaffeoyl-amide